O[C@H]1[C@H](OC[C@@H]1O)C(COC(CCCCCCCCCCC)=O)O dodecanoic acid [2-[(2R,3R,4S)-3,4-dihydroxy-2-tetrahydrofuranyl]-2-hydroxyethyl] ester